2-acetyl-4-[[5-(4-hydroxy-1-piperidyl)-2-pyridyl]amino]-6H-1,6-naphthyridin-5-one C(C)(=O)C1=NC=2C=CNC(C2C(=C1)NC1=NC=C(C=C1)N1CCC(CC1)O)=O